C1NCC12C(CC2)NC(OC(C)(C)C)=O tert-butyl (2-azaspiro[3.3]heptan-5-yl)carbamate